tert-butyl 4-{[(6S)-6-{2-[(cyclopropylmethyl)amino]-4-(methoxycarbonyl)phenyl}-2,2-difluoro-7-azaspiro[3.5]nonan-7-yl]methyl}-5-methoxy-7-methylindole-1-carboxylate C1(CC1)CNC1=C(C=CC(=C1)C(=O)OC)[C@@H]1CC2(CC(C2)(F)F)CCN1CC1=C2C=CN(C2=C(C=C1OC)C)C(=O)OC(C)(C)C